C(C)(=O)NC1=C(C=C(C(=O)NC2=CC(=CC=C2)C#CC2=NC=CC=C2)C=C1)F 4-ACETAMIDO-3-FLUORO-N-(3-(PYRIDIN-2-YLETHYNYL)PHENYL)BENZAMIDE